OC=1C=C(OC(C(=O)OCCCCCCCCCCCCCCCCCCCC)C)C=CC1 icosyl 2-(3-hydroxyphenoxy)propanoate